(R)-(-)-3-fluoropyrrolidine F[C@H]1CNCC1